COC(C1=CC=C(C=C1)CN1C2=NC(=NC(=C2N=C1)NCC)Cl)=O 4-[2-chloro-6-(ethylamino)-9H-purinyl]methyl-benzoic acid methyl ester